OC1=C(C(=O)O)C=C(C=C1C)I 2-hydroxy-5-iodo-3-methylbenzoic acid